1,3,5-tricarboxybenzene C(=O)(O)C1=CC(=CC(=C1)C(=O)O)C(=O)O